3-(Ethoxymethoxy)-4-(4-(((tetrahydrofuran-2-yl)methyl)amino)phthalazin-1-yl)benzaldehyde C(C)OCOC=1C=C(C=O)C=CC1C1=NN=C(C2=CC=CC=C12)NCC1OCCC1